6-[(rac)-5-[3-chloro-2-fluoro-5-(trifluoromethyl)phenyl]-5-(trifluoromethyl)-4H-isoxazol-3-yl]spiro[1H-isobenzofuran-3,3'-azetidine] ClC=1C(=C(C=C(C1)C(F)(F)F)[C@]1(CC(=NO1)C1=CC=C2C(=C1)COC21CNC1)C(F)(F)F)F |r|